(3S,6S,7R)-12-(benzyloxy)-6-(difluoromethoxy)-3-methyl-1,11-dioxo-N-(2,4,6-trifluorobenzyl)-1,6,7,11-tetrahydro-3H-2,7-methanopyrido[1,2-a][1,4]diazonine-10-carboxamide C(C1=CC=CC=C1)OC=1C(C(=CN2C1C(N1[C@H](C=C[C@@H]([C@H]2C1)OC(F)F)C)=O)C(=O)NCC1=C(C=C(C=C1F)F)F)=O